5-(2-propen-1-yloxy)methyl-1,3-oxathiolan-2-one C(C=C)OCC1CSC(O1)=O